C(C)N1N=CC(=C1)NC=1N=C(C2=C(N1)NC=C2)N[C@H]2CN(CCC2)C(C=C)=O (R)-1-(3-(2-(1-ethyl-1H-pyrazol-4-ylamino)-7H-pyrrolo[2,3-d]pyrimidin-4-ylamino)piperidin-1-yl)prop-2-en-1-one